N[C@@H]1[C@@H](OCC12CCN(CC2)C2=NC=C(C=1N2C=CN1)SC1=CC=NC2=C(C=CC=C12)C(=O)O)C 4-((5-((3S,4S)-4-amino-3-methyl-2-oxa-8-azaspiro[4.5]decan-8-yl)imidazo[1,2-c]pyrimidin-8-yl)thio)quinoline-8-carboxylic acid